3-methyl-N-(6-methylpyridin-2-yl)picolinamide CC=1C(=NC=CC1)C(=O)NC1=NC(=CC=C1)C